OC[C@@H]1[C@@H]2CC[C@H](CN1C(=O)OCC[Si](C)(C)C)N2C(=O)OC(C)(C)C 8-(tert-butyl) 3-(2-(trimethylsilyl) ethyl) (1s,2s,5r)-2-(hydroxymethyl)-3,8-diazabicyclo[3.2.1]octane-3,8-dicarboxylate